2-[(10S)-12-(piperidin-4-ylmethyl)-1,5,6,8,12-pentazatricyclo[8.4.0.02,7]tetradeca-2,4,6-trien-4-yl]phenol N1CCC(CC1)CN1C[C@@H]2CNC3=NN=C(C=C3N2CC1)C1=C(C=CC=C1)O